tert-butyl (2-((4-bromopyridin-2-yl)amino)ethyl)carbamate BrC1=CC(=NC=C1)NCCNC(OC(C)(C)C)=O